C(CCC)NCC1CCC=2C=C(C(=C(C2C1)F)N1CC(NS1(=O)=O)=O)O 5-{7-[(butylamino)methyl]-1-fluoro-3-hydroxy-5,6,7,8-tetrahydronaphthalen-2-yl}-1λ6,2,5-thiadiazolidine-1,1,3-trione